1-({2-[4-(3-Chloropyridin-2-yl)cyclohexyl]ethyl}amino)-cyclopentan ClC=1C(=NC=CC1)C1CCC(CC1)CCNC1CCCC1